(S)-3-(2-phenylmethylmorpholino)benzene-1,2-diamine C1(=CC=CC=C1)C[C@@H]1OCCN(C1)C1=C(C(=CC=C1)N)N